COC1C(CO1)(CC)COCC1(COC1OC)CC 4-methoxy-[-]-(3-ethyl-3-oxetanylmethyl) ether